ClC=1C(=NC(=NC1)NC1=C(C=C(C=C1)N1CCN(CC1)C)C(F)(F)F)NC1=C(SC=C1)C(=O)NC 3-((5-chloro-2-((4-(4-methyl-piperazin-1-yl)-2-(trifluorometh-yl)-phenyl)amino)pyrimidin-4-yl)amino)-N-methylthiophene-2-carboxamide